(3aR,4R,5R,7S,8S,9R,9aS,12R)-8-hydroxy-4,7,9,12-tetramethyl-3-oxo-7-vinyldecahydro-4,9a-propanocyclopenta[8]annulen-5-yl 2-((1-hydroxy-1H-benzo[d][1,2,6]oxazaborinin-7-yl)oxy)acetate OB1C2=C(C=NO1)C=CC(=C2)OCC(=O)O[C@H]2[C@]1([C@H]3[C@]([C@H]([C@@H]([C@@](C2)(C=C)C)O)C)(CCC3=O)CC[C@H]1C)C